4,7-dibromobenzo-[c][1,2,5]thiadiazole BrC1=CC=C(C2=NSN=C21)Br